5-benzyl-N-(6-(2-chloro-5-((4-hydroxy-4-methylpentyl)oxy)phenyl)pyrimidin-4-yl)-4H-1,2,4-triazole-3-carboxamide C(C1=CC=CC=C1)C=1NC(=NN1)C(=O)NC1=NC=NC(=C1)C1=C(C=CC(=C1)OCCCC(C)(C)O)Cl